CN(CCCOC1=NC=C(C=C1S(=O)(=O)N)C1=CC=2C3=C(C=NC2C=C1)N(C(C31CCC1)=O)C)C 2-(3-(Dimethylamino)propoxy)-5-(3'-methyl-2'-oxo-2',3'-dihydrospiro[cyclobutane-1,1'-pyrrolo[2,3-c]quinolin]-8'-yl)pyridine-3-sulfonamide